(-)-4-(6-(6-(2-(4-Cyclopropylpyrimidin-5-yl)-4-fluorophenoxy)-1,2,4-triazin-5-yl)-2,6-diazaspiro[3.4]oct-2-yl)-N,5-dimethylhexanamide C1(CC1)C1=NC=NC=C1C1=C(OC2=C(N=CN=N2)N2CC3(CN(C3)C(CCC(=O)NC)C(C)C)CC2)C=CC(=C1)F